(1S,2S)-2-fluoro-N-(5-(6-((S)-1-hydroxypropyl)-4-methylpyridin-3-yl)pyrazolo[5,1-a][2,6]naphthyridin-9-yl)cyclopropane-1-carboxamide F[C@@H]1[C@@H](C1)C(=O)NC1=NC=C2C=C(N3C(C2=C1)=CC=N3)C=3C=NC(=CC3C)[C@H](CC)O